Cl.NCCOCCOCCOCC(=O)N1CC[C@H](C2=CC=CC=C12)C(=O)N[C@@H]1C(NC(CC1)=O)=O (4R)-1-[2-[2-[2-(2-Aminoethoxy)ethoxy]ethoxy]acetyl]-N-[(3S)-2,6-dioxopiperidin-3-yl]-3,4-dihydro-2H-quinoline-4-carboxamide hydrochloride salt